CC1=NC2=C(C=CC=C2C=C1)O.CC1=NC2=C(C=CC=C2C=C1)O.[Al] aluminum bis(2-methyl-8-quinolinol)